nitro-tert-butoxycarbonylsarcosine [N+](=O)([O-])CN(CC(=O)O)C(=O)OC(C)(C)C